OCCS(=O)(=O)CCO BIS(2-HYDROXYETHYL)SULFONE